C1=CC=C2C=3C(CC4N(C13)CCN(C4)CCCCOC4=CC1=C(C(=NO1)C)C=C4)=CN2 6-(4-(4,6,6a,7,9,10-hexahydro-8H-pyrazino[1,2-a]pyrrolo[4,3,2-de]quinolin-8-yl)butoxy)-3-methylbenzo[d]isoxazole